C(C)S(=O)(=O)NC1=CC=C(C(=C1)C1=CC=C(C=C1)C(F)(F)F)C(=O)O 5-(ethylsulfonylamino)-4'-(trifluoromethyl)-[1,1'-biphenyl]-2-carboxylic acid